ClC=1C=CC(=C(C1)[C@H](CCN(C(C(=O)OCC)C1=C(C(=CC=C1)C)C1CCC(CC1)OCC(F)(F)F)C)N1CCN(CC1)C(C)C)F ethyl 2-(((S)-3-(5-chloro-2-fluorophenyl)-3-(4-isopropylpiperazin-1-yl)propyl)(methyl)amino)-2-(3-methyl-2-((1r,4S)-4-(2,2,2-trifluoroethoxy) cyclohexyl) phenyl)acetate